N-((4-(cyclopropanesulfonamido)pyridin-2-yl)(1-methylpiperidin-4-yl)methyl)-5-(6-ethoxypyrazin-2-yl)thiazole-2-carboxamide C1(CC1)S(=O)(=O)NC1=CC(=NC=C1)C(NC(=O)C=1SC(=CN1)C1=NC(=CN=C1)OCC)C1CCN(CC1)C